NC1=NC=2N(C=C1)N=C(C2I)C2=C(C#N)C=CC=C2 (5-amino-3-iodo-pyrazolo[1,5-a]pyrimidin-2-yl)benzonitrile